2,2',2''-(10-(26-amino-41-carboxy-20,27,38-trioxo-2,5,8,11,14,17,31,34-octaoxa-21,28,37-triazahentetracontan-41-yl)-1,4,7,10-tetraazacyclododecane-1,4,7-triyl)triacetic acid NC(CCCCNC(CCOCCOCCOCCOCCOCCOC)=O)C(NCCOCCOCCNC(CCC(C(=O)O)N1CCN(CCN(CCN(CC1)CC(=O)O)CC(=O)O)CC(=O)O)=O)=O